5-methyl-1H-pyridazin-6-one CC1=CC=NNC1=O